COC(CCCCC1=C(C(=CC=C1)OC[C@H](CCC(N)=O)NC(=O)OC(C)(C)C)Cl)=O.COCCN(CCC[Si](OC)(OC)OC)CCOC {3-[bis(methoxyethyl)amino]Propyl}trimethoxysilane methyl-5-[3-[(2S)-2-[(tert-butoxycarbonyl)amino]-4-carbamoylbutoxy]-2-chlorophenyl]pentanoate